FC=1C(N(C=NC1C(C(F)F)(F)F)CC1=CC=C(C=C1)OC)=O 5-fluoro-3-(4-methoxy-benzyl)-6-(1,1,2,2-tetra-fluoroethyl)pyrimidin-4(3H)-one